1-(5-(4-(2-(2-ethoxyethoxy)ethoxy)phenyl)-4-(4-(trifluoromethyl)phenyl)thiazol-2-yl)-4-(3-fluorophenyl)-3-methyl-1H-pyrazole-5-carboxylic acid C(C)OCCOCCOC1=CC=C(C=C1)C1=C(N=C(S1)N1N=C(C(=C1C(=O)O)C1=CC(=CC=C1)F)C)C1=CC=C(C=C1)C(F)(F)F